1,5-anhydro-2,3-dideoxy-3-(6-(3-fluoro-4-((2-(pyrrolidin-1-yl)ethyl)carbamoyl)benzyl)-7,8-dimethyl-4-oxoquinazolin-3(4H)-yl)-L-threo-pentitol FC=1C=C(CC=2C=C3C(N(C=NC3=C(C2C)C)[C@H]2CCOC[C@@H]2O)=O)C=CC1C(NCCN1CCCC1)=O